C(C)OC(=O)C=1C=NN(C1)C(C)(C)C1CC1 1-(2-cyclopropylpropan-2-yl)-1H-pyrazole-4-carboxylic acid ethyl ester